trifluoromethanesulfonic acid cerium [Ce].FC(S(=O)(=O)O)(F)F